C(C)(C)(C)OC(=O)NC(C(=O)OC(=C)OC(C)C)COC 1-isopropoxyethenyl 2-[(tert-butoxycarbonyl)amino]-3-methoxypropanoate